tert-butyl 2-(1-benzyloxycarbonyl-4-piperidyl)-5,7-dihydro-4H-pyrazolo[3,4-c]pyridine-6-carboxylate C(C1=CC=CC=C1)OC(=O)N1CCC(CC1)N1N=C2CN(CCC2=C1)C(=O)OC(C)(C)C